N-(5-iodo-2-methylphenyl)pivalamide IC=1C=CC(=C(C1)NC(C(C)(C)C)=O)C